CC=1C=CC(=C(C(=O)O)C1)[N+](=O)[O-] 5-methyl-2-nitrobenzoic acid